trifluoroacetyl-ornithine FC(C(=O)N[C@@H](CCCN)C(=O)O)(F)F